N-(2-hydroxyethyl)-4-[3-(3-hydroxyphenyl)imidazo[1,2-a]pyrazin-6-yl]benzamide OCCNC(C1=CC=C(C=C1)C=1N=CC=2N(C1)C(=CN2)C2=CC(=CC=C2)O)=O